FC=1C(=NC=NC1N1[C@H](COCC1)C1=CC=C(C=C1)OC(F)(F)F)NCC1CCN(CC1)CC(=O)N (S)-2-(4-(((5-fluoro-6-(3-(4-(trifluoromethoxy)phenyl)morpholino)pyrimidin-4-yl)amino)methyl)piperidin-1-yl)acetamide